[Cl-].CC1=NC(=NC(=N1)C)[N+]1(CCOCC1)C 4-(4,6-dimethyl-1,3,5-triazin-2-yl)-4-methylmorpholinium chloride